alpha-amino-beta-carboxyhexadiendiolate NC(C(=CC=CC)C(=O)O)([O-])[O-]